ClC1=NC=C(C=C1COC=1C(=NC=C(C1)F)C1=CC(=CN1C)C(=O)OC)F methyl 5-{3-[(2-chloro-5-fluoropyridin-3-yl)methoxy]-5-fluoropyridin-2-yl}-1-methyl-1H-pyrrole-3-carboxylate